FCS(=O)(=O)N[C@@H]1[C@@H](N(CC12CC2)C(C(C)(C)O)=O)CC=2C(=C(C=CC2)C2=CC(=CC(=C2)F)F)F 1-fluoro-N-((6S,7S)-5-(2-hydroxy-2-methylpropanoyl)-6-((2,3',5'-trifluoro-[1,1'-biphenyl]-3-yl)methyl)-5-azaspiro[2.4]heptan-7-yl)methanesulfonamide